5-fluoro-N-[1-(4-fluorophenyl)cyclopropyl]-4-(3-oxo-5,6,7,8-tetrahydro[1,2,4]triazolo[4,3-a]pyridin-2(3H)-yl)-2-{[(2S)-1,1,1-trifluoropropan-2-yl]oxy}benzamide FC=1C(=CC(=C(C(=O)NC2(CC2)C2=CC=C(C=C2)F)C1)O[C@H](C(F)(F)F)C)N1N=C2N(CCCC2)C1=O